4-(2,4-dichloro-7,8-dihydro-5H-pyrano[4,3-d]pyrimidin-7-yl)benzo[d]thiazol-2-amine ClC=1N=C(C2=C(N1)CC(OC2)C2=CC=CC1=C2N=C(S1)N)Cl